(S)-2-(methyl(2-oxo-4-(o-tolyl)-2H-chromen-7-yl)amino)butanoic acid CN([C@H](C(=O)O)CC)C1=CC=C2C(=CC(OC2=C1)=O)C1=C(C=CC=C1)C